(S)-2-(tert-butyl)-5-(4-(4-chloropyrazolo[1,5-a]pyridin-2-yl)-6,7-dihydro-1H-imidazo[4,5-c]pyridin-5(4H)-yl)-1,3,4-oxadiazole C(C)(C)(C)C=1OC(=NN1)N1[C@@H](C2=C(CC1)NC=N2)C2=NN1C(C(=CC=C1)Cl)=C2